C(C)(C)(C)OC(=O)N1CCC(=CC1)C=1N=C(C2=C(N1)CC[S@]2=O)NC2(CCC2)CO |r| (R/S)-4-(4-((1-(hydroxymethyl)cyclobutyl)amino)-5-oxo-6,7-dihydrothieno[3,2-d]pyrimidin-2-yl)-3,6-dihydropyridine-1(2H)-carboxylic acid tert-butyl ester